[(4-methoxyphenyl)methyl]-3,3-dimethyl-4H-quinolin COC1=CC=C(C=C1)CC1=NC2=CC=CC=C2CC1(C)C